(R or S)-N-(2-((2-azaspiro[3.3]heptan-6-yl)oxy)-5-(difluoromethyl)phenyl)-3-(3-fluoro-4-methylphenyl)-3-(1,2,4-thiadiazol-5-yl)pyrrolidine-1-carboxamide C1NCC12CC(C2)OC2=C(C=C(C=C2)C(F)F)NC(=O)N2C[C@](CC2)(C2=NC=NS2)C2=CC(=C(C=C2)C)F |o1:22|